4-((3-((tert-Butyldiphenylsilyl)oxy)cyclohexyl)amino)-2-chloropyrimidine-5-carboxylic acid [Si](C1=CC=CC=C1)(C1=CC=CC=C1)(C(C)(C)C)OC1CC(CCC1)NC1=NC(=NC=C1C(=O)O)Cl